FC(S(=O)(=O)OC1(N(C=CCC1)C(=O)[O-])C(C)(C)C)(F)F (((trifluoromethyl)sulfonyl)oxy)tert-butyl-3,4-Dihydropyridine-1(2H)-carboxylate